dimethylthiocarbamic dithioperoxyanhydride CN(C(=S)SSC(N(C)C)=S)C